COC(C(C(=O)NC=1C=NC(=C(C1)C(F)(F)F)C#N)(C)O)=O 3-[[6-cyano-5-(trifluoromethyl)-pyridin-3-yl]amino]-2-hydroxy-2-methyl-3-oxopropanoic acid methyl ester